N-[4-(1-oxo-3-phenyl-1,4-thiazinane-4-carbonyl)-3-pyrrolidin-1-ylphenyl]cyclopropanecarboxamide O=S1CC(N(CC1)C(=O)C1=C(C=C(C=C1)NC(=O)C1CC1)N1CCCC1)C1=CC=CC=C1